CC1NC1 2-methyl-ethylenimine